N-(6-methyl-5-((1-methyl-6-((1-methyl-1H-pyrazol-4-yl)amino)-1H-pyrazolo[3,4-d]pyrimidin-3-yl)amino)pyridin-3-yl)-1-(4-methylpiperazine-1-carbonyl)cyclopropanecarboxamide CC1=C(C=C(C=N1)NC(=O)C1(CC1)C(=O)N1CCN(CC1)C)NC1=NN(C2=NC(=NC=C21)NC=2C=NN(C2)C)C